2,2'-(4-((2R,3S)-1,3,4-trihydroxybutan-2-yl)-10-((2S,3S)-1,3,4-trihydroxybutan-2-yl)-1,4,7,10-tetraazacyclododecane-1,7-diyl)diacetic acid OC[C@H]([C@@H](CO)O)N1CCN(CCN(CCN(CC1)CC(=O)O)[C@@H](CO)[C@@H](CO)O)CC(=O)O